BrC1=NSC2=C1C=C(C=C2)F 3-bromo-5-fluorobenzo[d]isothiazol